CC1=NC(=CC(=N1)\C=C(\C(=O)N1[C@H](CN(CC1)C=1C2=C(N=C(N1)OC)C(=C(N=C2)C2=CC=CC1=CC=C(C(=C21)C#C)F)F)CC#N)/F)C (S,Z)-2-(1-(3-(2,6-dimethylpyrimidin-4-yl)-2-fluoroacryloyl)-4-(7-(8-ethynyl-7-fluoronaphthalen-1-yl)-8-fluoro-2-methoxypyrido[4,3-d]pyrimidin-4-yl)piperazin-2-yl)acetonitrile